(R)-N-ethyl-N-methylpyrrolidin-3-amine C(C)N([C@H]1CNCC1)C